C(C)OC(C(C)(C)C1CC(C1)OCC1=CC=CC=C1)=O 2-(3-Benzyloxy-cyclobutyl)-2-methyl-propionic acid ethyl ester